CN1C(N(CC1)C)=O Dimethyl-imidazolidone